N-(3-Amino-4-(2-chloro-5-fluorophenoxy)-7-(1-methyl-1H-pyrazol-4-yl)-1H-indazol-5-yl)-3-fluoro-5-(trifluoromethyl)benzamide NC1=NNC2=C(C=C(C(=C12)OC1=C(C=CC(=C1)F)Cl)NC(C1=CC(=CC(=C1)C(F)(F)F)F)=O)C=1C=NN(C1)C